N12CC3CCC3CCC(CCCSNCC3=CC=C(OCC4(C1)CC=CC1=CC=CC=C14)C2=C3)C(C(=O)[O-])C(=O)[O-] [SPIRO[NAPHTHALENE-1,22-[20]OXA[13]THIA[1,14]DIAZATETRACYCLO[14.7.2.03,6.019,24]PENTACOSA[16,18,24]TRIEN]-9'-YL]PROPANEDIOATE